[Br-].NC=1CN(C=CC1N)CC1=CC=CC=C1 3,4-diamino-1-benzyl-pyridine bromide salt